5-Methyl-1-(1-(4-(1-methylpiperidin-4-yl)benzyl)-1H-indol-5-yl)-1H-pyrazol-3-carboxamid CC1=CC(=NN1C=1C=C2C=CN(C2=CC1)CC1=CC=C(C=C1)C1CCN(CC1)C)C(=O)N